OC[C@@H](CCC=C)S(=O)(=O)N(CC1=CC=C(C=C1)OC)CC1=CC=C(C=C1)OC (2R)-1-HYDROXY-N,N-BIS(4-METHOXYBENZYL)HEX-5-ENE-2-SULFONAMIDE